ClC=1C(=C(C=C(C1CC1=CC(=C(C=C1)OC)C1=CC=CC=C1)Cl)O)C 3,5-dichloro-4-[(4-methoxy-3-phenyl-phenyl)methyl]-2-methyl-phenol